(1-chloro-3-methoxynaphthalen-2-yl)boric acid ClC1=C(C(=CC2=CC=CC=C12)OC)OB(O)O